1-({(5s,7s)-3-[2-methyl-2-(3-phenyl-1,2,4-oxadiazol-5-yl)propyl]-2-oxo-1-oxa-3-azaspiro[4.5]decan-7-yl}methyl)-1H-benzimidazole-6-carbonitrile CC(CN1C(O[C@]2(C1)C[C@H](CCC2)CN2C=NC1=C2C=C(C=C1)C#N)=O)(C)C1=NC(=NO1)C1=CC=CC=C1